CC1=CC(=CC2=C1N=C(S2)NC(=O)C2CCN(CC2)S(=O)(=O)C=2C=NC(=CC2)F)C N-(4,6-dimethylbenzo[d]thiazol-2-yl)-1-((6-fluoropyridin-3-yl)sulfonyl)piperidine-4-carboxamide